4-[(2R)-3-(3,4-dihydro-1H-isoquinolin-2-yl)-2-hydroxy-propyl]-8-(3-oxa-8-azabicyclo[3.2.1]oct-8-carbonyl)-2,3-dihydro-1,4-benzoxazepin-5-one C1N(CCC2=CC=CC=C12)C[C@H](CN1CCOC2=C(C1=O)C=CC(=C2)C(=O)N2C1COCC2CC1)O